trans-8-benzyl-8-dimethylamino-3-[4-methyl-6-(trifluoromethyl)-pyridin-3-yl]-1,3-diazaspiro[4.5]decan-2-one C(C1=CC=CC=C1)C1(CCC2(CN(C(N2)=O)C=2C=NC(=CC2C)C(F)(F)F)CC1)N(C)C